OC[C@@H](CC)NC(=O)C1=CC=C2C(=CC(=NC2=C1)NC1=CC=C(C=C1)C(F)(F)F)OC (R)-N-(1-hydroxybutan-2-yl)-4-methoxy-2-((4-(trifluoromethyl)phenyl)amino)quinoline-7-carboxamide